3-phenyl-1-((1'S,2'S)-2,4,6-Trihydroxy-5'-methyl-2'-(prop-1-en-2-yl)-1',2',3',4'-tetrahydro-[1,1'-Biphenyl]-3-yl)propan-1-one C1(=CC=CC=C1)CCC(=O)C=1C(=C(C(=CC1O)O)[C@@H]1[C@H](CCC(=C1)C)C(=C)C)O